COC(\C(=C\C(=O)O)\CC(N1CCNCC1)=O)=O 2-oxo-2-piperazinylethyl-(2E)-but-2-ene-1,4-dioic acid methyl ester